8-[(2s,5r)-4-[(4-chlorophenyl)(4-methylphenyl)methyl]-2-ethyl-5-methylpiperazin-1-yl]-5-methyl-6-oxo-5,6-dihydro-1,5-naphthyridine-2-carbonitrile ClC1=CC=C(C=C1)C(N1C[C@@H](N(C[C@H]1C)C1=CC(N(C=2C=CC(=NC12)C#N)C)=O)CC)C1=CC=C(C=C1)C